N-(5-(5-amino-1H-pyrazol-1-yl)-1,3,4-thiadiazol-2-yl)-3-methoxy-4-((2-methoxyethyl)amino)-2-oxo-2H-pyran-6-carboxamide NC1=CC=NN1C1=NN=C(S1)NC(=O)C1=CC(=C(C(O1)=O)OC)NCCOC